C(C)OP(=O)(OCC)NCC diethoxyphosphoryl-ethylamine